tert-butyl (R)-4-(1-(4-(4-amino-2,6-difluorophenyl)piperazin-1-yl)ethyl)piperidine-1-carboxylate NC1=CC(=C(C(=C1)F)N1CCN(CC1)[C@H](C)C1CCN(CC1)C(=O)OC(C)(C)C)F